C1(CCC1)CN[C@H]1CN(CCC1)C1=CC=C(C=C1)CN1C=NC(=C1)C=1C=NC=C(C1)OC (R)-N-(cyclobutylmethyl)-1-(4-((4-(5-methoxypyridin-3-yl)-1H-imidazol-1-yl)methyl)phenyl)piperidin-3-amine